CC1=C(C(=C(C(=C1C)N)C)C)C1=CC(=CC(=C1)C1=C(C(=C(C(=C1C)C)N)C)C)C1=C(C(=C(C(=C1C)C)N)C)C 1,3,5-tris(2,3,5,6-tetramethyl-4-aminophenyl)benzene